NC(C)C1=NC=C(C=N1)C#N 2-(1-aminoethyl)pyrimidine-5-carbonitrile